FC(C(=O)O)(F)F.NCCNC(=O)C1CCN(CC1)C(C1=C(C=C(C=C1)NC(=O)C=1N(C(=CN1)C1=C(C(=C(C=C1)OCF)F)F)C)Cl)=O N-(2-aminoethyl)-1-(2-chloro-4-(5-(2,3-difluoro-4-(fluoromethoxy)phenyl)-1-methyl-1H-imidazole-2-carboxamido)benzoyl)piperidine-4-carboxamide 2,2,2-trifluoroacetate